tert-butyl 4-methyl-4-{N-[3-(methylcarbamoyl)phenyl]carbamoyl}piperidine-1-carboxylate CC1(CCN(CC1)C(=O)OC(C)(C)C)C(NC1=CC(=CC=C1)C(NC)=O)=O